NCC=1OC2=C(C1)C=C(C=C2C(F)(F)F)C2=CC=C(C=N2)C(=O)N2CCC(CC2)(F)F (6-(2-(aminomethyl)-7-(trifluoromethyl)benzofuran-5-yl)pyridin-3-yl)(4,4-difluoropiperidin-1-yl)methanone